[Cl-].C(C)(C)C1=C(C(=CC=C1)C(C)C)N1C(N(C=C1)C1=C(C=CC=C1C(C)C)C(C)C)I 1,3-bis-(2,6-diisopropylphenyl)-2-iodoimidazole chloride